C=C1C[C@H]([C@@H]2[C@@H]([C@@H]3[C@H]1C[C@@H](C3=C)O)OC(=O)C2=C)OC(=O)CC4=CC=C(C=C4)O The molecule is a sesquiterpene lactone isolated from Ixeris chinensis and has been shown to exhibit cytotoxic activity against human PC-3 tumor cells. It has a role as a metabolite and an antineoplastic agent. It is a sesquiterpene lactone, a carboxylic ester, a member of phenols and a secondary alcohol. It derives from a 4-hydroxyphenylacetic acid.